6-bromo-2-cyclopropyl-1-methyl-4-(methylthio)pyrido[3,4-d]pyrimidin-1-ium iodide [I-].BrC1=CC2=C([N+](=C(N=C2SC)C2CC2)C)C=N1